3-Amino-6-bromo-5-trifluoromethyl-pyridine-2-carboxylic acid (tetrahydro-furan-2-ylmethyl)-amide O1C(CCC1)CNC(=O)C1=NC(=C(C=C1N)C(F)(F)F)Br